(3R*,3aR*,6S*,7aS*)-8-(3-methylbutanoyl)-2-(naphthalene-1-ylmethyl)-1-oxooctahydro-3a,6-epiiminoisoindole CC(CC(=O)N1[C@]23CN(C([C@H]3C[C@@H]1CC2)=O)CC2=CC=CC1=CC=CC=C21)C |o1:6,10,12|